1-cyclohexylpiperidine C1(CCCCC1)N1CCCCC1